2-(1-(1-methylcyclopropyl)-1H-pyrazol-3-yl)cyclopentan-1-ol CC1(CC1)N1N=C(C=C1)C1C(CCC1)O